C1(CC1)CCOC1=NC(=CC=C1)I 2-(2-cyclopropylethoxy)-6-iodopyridine